NC1=NC=2C=CC(=CC2C2=C1[C@H](OC2)C)C(=O)N(CC2=NC=C(C=C2)C(F)(F)F)C21CC(C2)C1 (3R)-4-amino-N-(bicyclo[1.1.1]pentan-1-yl)-3-methyl-N-((5-(trifluoromethyl)-2-pyridinyl)methyl)-1,3-dihydrofuro[3,4-c]quinoline-8-carboxamide